FC1=C(C=CC(=C1)OC1=NN(C=C1)C=1C=NC(=CC1)C)NC1=NC=NC2=CC(=C(C=C12)O[C@@H]1CN(CCC1)C(C=C)=O)OC (S)-1-(3-((4-((2-fluoro-4-((1-(6-methylpyridin-3-yl)-1H-pyrazol-3-yl)oxy)phenyl)amino)-7-methoxyquinazolin-6-yl)oxy)piperidin-1-yl)prop-2-en-1-one